FC1CC(N(C1)C(CC1=CN=NN1)=O)C(=O)NC(C1=CC(=CC=C1)CNC(NC)=O)C1=NC(=C(C=C1)C(C)C)F 4-fluoro-N-{[6-fluoro-5-(propan-2-yl)pyridin-2-yl](3-{[(methylcarbamoyl)amino]methyl}phenyl)methyl}-1-[2-(1H-1,2,3-triazol-5-yl)acetyl]pyrrolidine-2-carboxamide